OC1=C(C=CC(=C1)C(F)(F)F)C1=NN=C(C2=CC=CC=C12)NC[C@@H](CO)O (2S)-3-[[4-[2-hydroxy-4-(trifluoromethyl)phenyl]phthalazin-1-yl]amino]propane-1,2-diol